1-[1-{5-chloro-2-[(4-methoxyphenyl)methoxy]phenyl}piperidin-3-yl]-5-(difluoromethyl)-1H-pyrazole-4-carboxylic acid ethyl ester C(C)OC(=O)C=1C=NN(C1C(F)F)C1CN(CCC1)C1=C(C=CC(=C1)Cl)OCC1=CC=C(C=C1)OC